((5s,7s)-7-fluoro-5-phenyl-6,7-dihydro-5H-pyrrolo[1,2-b][1,2,4]triazol-2-yl)((1s,2r)-2-fluorocyclopropyl)methanone F[C@H]1C[C@H](N2N=C(N=C21)C(=O)[C@H]2[C@@H](C2)F)C2=CC=CC=C2